4-(7-((2,3-dihydro-1H-inden-5-yl)sulfonyl)-7-azaspiro[3.5]nonan-1-yl)morpholine C1CCC2=CC(=CC=C12)S(=O)(=O)N1CCC2(CCC2N2CCOCC2)CC1